N-(3-((2-(methylsulfinyl)-5-(trifluoromethyl)pyrimidin-4-yl)amino)propyl)cyclobutene-carboxamide CS(=O)C1=NC=C(C(=N1)NCCCNC(=O)C1=CCC1)C(F)(F)F